ClC1=CC=C(C=C1)[C@H](C(F)(F)F)N(S(=O)(=O)C1=CN=NC(=C1)OC)C (R)-N-(1-(4-chlorophenyl)-2,2,2-trifluoroethyl)-6-methoxy-N-methylpyridazine-4-sulfonamide